peroxyoleic acid C(CCCCCCC\C=C/CCCCCCCC)(=O)OO